ClC1=C(C=C(C=C1)F)C1NC(CC=2C1=C(OC2C=2C=NN(C2)C(F)F)NC(C2=CC(=CC(=C2)C(F)(F)F)F)=O)=O N-(4-(2-chloro-5-fluorophenyl)-1-(1-difluoromethyl-1H-pyrazol-4-yl)-6-oxo-4,5,6,7-tetrahydrofurano[3,4-c]pyridin-3-yl)-3-fluoro-5-trifluoromethylbenzamide